C(=O)(OC(C)(C)C)N1C2(CCC(C1)CC2)C(=O)O N-Boc-2-azabicyclo[2.2.2]octane-1-carboxylic acid